imidazo[1',2':1,6]pyrido[3,4-b]indole N=1C=CN2C=C3NC=4C=CC=CC4C3=CC21